COC1=CC=C(N)C=C1 para-methoxyaniline